C(C)OC(=O)C1CC2(C1)NC(CC2)=O (2s,4r)-6-oxo-5-azaspiro[3.4]octane-2-carboxylic acid ethyl ester